C(C)(C)(C)NC(CN(C)C=1C2=C(N=C(N1)C1=NC=CC(=C1)OCC(C)(C)O)C(CC2)=O)=O N-tert-butyl-2-({2-[4-(2-hydroxy-2-methylpropoxy)pyridin-2-yl]-7-oxo-5H,6H,7H-cyclopenta[d]pyrimidin-4-yl}(methyl)amino)acetamide